3-(5-(((1R,4R)-5-(4'-chloro-[1,1'-biphenyl]-2-carbonyl)-2,5-diazabicyclo[2.2.1]heptan-2-yl)methyl)-1-oxoisoindolin-2-yl)piperidine-2,6-dione ClC1=CC=C(C=C1)C=1C(=CC=CC1)C(=O)N1[C@H]2CN([C@@H](C1)C2)CC=2C=C1CN(C(C1=CC2)=O)C2C(NC(CC2)=O)=O